(2-amino-4-methylthiazol-5-yl)-2-isopropyl-7-methylisoindol-1-one NC=1SC(=C(N1)C)C1N(C(C2=C(C=CC=C12)C)=O)C(C)C